CO[Si](CCCNCCNCCN)(OC)OC (3-trimethoxysilylpropyl)diethylene-triamine